t-butyl ((1R,2R)-1-(2-bromo-6-chloropyridin-4-yl)-1-hydroxy-3-methoxy-propan-2-yl)(2-hydroxyethyl)carbamate BrC1=NC(=CC(=C1)[C@H]([C@@H](COC)N(C(OC(C)(C)C)=O)CCO)O)Cl